((((2-((perfluorophenoxy) carbonyl)benzo[b]thiophen-5-yl)methyl)phosphoryl) bis(oxy))bis(methylene) bis(2,2-dimethylpropanoate) CC(C(=O)OCOP(=O)(CC1=CC2=C(SC(=C2)C(=O)OC2=C(C(=C(C(=C2F)F)F)F)F)C=C1)OCOC(C(C)(C)C)=O)(C)C